2-({(5S)-2-oxo-3-[4-(3-oxo-4-morpholinyl)phenyl]-1,3-oxazolidin-5-yl}methyl)-1H-isoindole-1,3(2H)-dione O=C1O[C@H](CN1C1=CC=C(C=C1)N1C(COCC1)=O)CN1C(C2=CC=CC=C2C1=O)=O